3-(2-(4-(benzyloxy)-5-bromo-3-methyl-1H-pyrazol-1-yl)ethyl)pyridine C(C1=CC=CC=C1)OC=1C(=NN(C1Br)CCC=1C=NC=CC1)C